2-(tert-butoxycarbonylamino)-4-[2-(oxetan-2-yl)ethyl-[4-(5,6,7,8-tetrahydro-1,8-naphthyridin-2-yl)butyl]amino]butanoic acid C(C)(C)(C)OC(=O)NC(C(=O)O)CCN(CCCCC1=NC=2NCCCC2C=C1)CCC1OCC1